4-amino-N'-(cyclopropanecarbonyl)-N',1-dimethyl-N-((5-(thiazol-5-yl)pyridin-2-yl)methyl)-1H-pyrazolo[4,3-c]quinoline-8-carbohydrazide NC1=NC=2C=CC(=CC2C2=C1C=NN2C)C(=O)N(N(C)C(=O)C2CC2)CC2=NC=C(C=C2)C2=CN=CS2